5-(3-phenyl-allylidene)-pyrimidine-2,4,6-trione C1(=CC=CC=C1)C=CC=C1C(NC(NC1=O)=O)=O